((2-(3-bromo-2-methylphenyl)-6-(difluoromethoxy)benzo[d]oxazol-5-yl)methyl)-L-prolin-methyl ester COC([C@H]1N(CCC1)CC=1C(=CC2=C(N=C(O2)C2=C(C(=CC=C2)Br)C)C1)OC(F)F)=O